BrC=1C(=C(OCCC(C(C)(C2=CC=C(C=C2)F)O[Si](CC)(CC)CC)(F)F)C(=CC1F)F)F ((5-(3-bromo-2,4,6-trifluorophenoxy)-3,3-difluoro-2-(4-fluorophenyl)pentan-2-yl)oxy)triethylsilane